C1(=CC=CC=C1)NC1=C(C=CC=C1)N(C1=CC=CC=C1)C1=CC=CC=C1 triphenyl-phenylenediamine